(2-(1-hydroxycyclobutyl)-4-(trifluoromethyl)oxazol-5-yl)methanone OC1(CCC1)C=1OC(=C(N1)C(F)(F)F)C=O